COC(=O)C=1C=C2NC(C(=NC2=C(C1)C1=C(C=CC=C1)F)C)=O 8-(2-fluorophenyl)-2-methyl-3-oxo-3,4-dihydroquinoxaline-6-carboxylic acid methyl ester